OC1=C(C=CC=C1C=1C=NN(C1)C)C1=CC=C(C=C1)NC(C)=O N-(2'-Hydroxy-3'-(1-methyl-1H-pyrazol-4-yl)-[1,1'-biphenyl]-4-yl)acetamide